N-(6-aminohexyl)amino-propyl-trimethoxysilane NCCCCCCNCO[Si](OC)(OC)CCC